(S)-2-bromo-1-((2-methyloxiran-2-yl)methyl)-4-nitro-1H-imidazole BrC=1N(C=C(N1)[N+](=O)[O-])C[C@@]1(OC1)C